COC(C1CCN(CC1)C1=CC=C(C=C1)C1C2(OC(C3=CC(=CC=C13)O)C)CCCCC2)OC (1S,4S)-4'-(4-(4-(dimethoxymethyl)piperidin-1-yl)phenyl)-1'-methylspiro[cyclohexane-1,3'-isochroman]-7'-ol